ethyl 2-(6-(3-methoxyphenyl)imidazo[1,2-b]pyridazin-2-yl)acetate COC=1C=C(C=CC1)C=1C=CC=2N(N1)C=C(N2)CC(=O)OCC